2-(4-benzyloxy-3,5-dimethylphenyl)-5-(2-dimethylaminoethoxy)-7-methoxy-3H-quinazolin-4-one C(C1=CC=CC=C1)OC1=C(C=C(C=C1C)C1=NC2=CC(=CC(=C2C(N1)=O)OCCN(C)C)OC)C